O1C(=CC=C1)P(OC=1C=CC=C2C=CC=NC12)C=1OC=CC1 8-((di(furan-2-yl)phosphaneyl)oxy)quinoline